2-amino-N-(4-phenylthiazol-2-yl)acetamide NCC(=O)NC=1SC=C(N1)C1=CC=CC=C1